C(C)OC(=O)[C@@H]1O[C@]([C@H]([C@H]1C=1C(=NC(=CC1)C(F)F)O)C)(C(F)(F)F)C (2R,3S,4S,5R)-3-(6-(difluoromethyl)-2-hydroxypyridin-3-yl)-4,5-dimethyl-5-(trifluoromethyl)tetrahydrofuran-2-carboxylic acid ethyl ester